C(C)N1N=C(N=C1)NC(=O)C1=CC=2N(C=C1)N=C(C2CC)C(O)(C2=C(C=CC=C2)F)C2=C(C=CC=C2)F 2-[Bis-(2-fluoro-phenyl)-hydroxymethyl]-3-ethyl-pyrazolo[1,5-a]pyridine-5-carboxylic acid (1-ethyl-1H-[1,2,4]triazol-3-yl)-amide